2-(2-cyano-N,5-dimethyl-1-tosyl-1H-indole-7-sulfonamido)-N-(2-methoxypyridin-4-yl)acetamide C(#N)C=1N(C2=C(C=C(C=C2C1)C)S(=O)(=O)N(C)CC(=O)NC1=CC(=NC=C1)OC)S(=O)(=O)C1=CC=C(C)C=C1